4-[(3-chloro-4-fluorophenyl)amino]-6-(trans-4-ethanesulfonylamino-cyclohexan-1-yloxy)-7-methoxy-quinazoline ClC=1C=C(C=CC1F)NC1=NC=NC2=CC(=C(C=C12)O[C@@H]1CC[C@H](CC1)NS(=O)(=O)CC)OC